1-[2-(3,3-difluoropyrrolidin-1-yl)-2-oxo-ethyl]-3-methyl-6-[3-(trifluoromethyl)phenyl]imidazo[4,5-b]pyridin-2-one FC1(CN(CC1)C(CN1C(N(C2=NC=C(C=C21)C2=CC(=CC=C2)C(F)(F)F)C)=O)=O)F